tert-butyl-L-valine, hydrochloride salt Cl.C(C)(C)(C)N[C@@H](C(C)C)C(=O)O